CN1CC(CCC1)(C)CO (1,3-dimethylpiperidin-3-yl)methanol